C(C)(C)(CC)NC1=CC=C(C=C1)N N-(tert-amyl)benzene-1,4-diamine